6-amino-2-isopropyl-3-(2-methoxyethyl)quinazolin-4(3H)-one NC=1C=C2C(N(C(=NC2=CC1)C(C)C)CCOC)=O